Z-tetradecene C=CCCCCCCCCCCCC